C1C(CC2=CC=CC=C12)NC1=NC=C(C=N1)N1CCN(CC1)C[C@H]1CN(C(O1)=O)C1=CC2=C(NC(O2)=O)C=C1 6-[(5S)-5-[(4-{2-[(2,3-dihydro-1H-inden-2-yl)amino]pyrimidin-5-yl}piperazin-1-yl)methyl]-2-oxo-1,3-oxazolidin-3-yl]-2,3-dihydro-1,3-benzoxazol-2-one